OC1=NC=C(C(=O)N(C)OC)C=C1 6-hydroxy-N-methoxy-N-methyl-nicotinamide